1-(1H-benzo[d][1,2,3]triazol-1-yl)-N,N,N-tri-methylmethanaminium N1(N=NC2=C1C=CC=C2)C[N+](C)(C)C